C(C)N1C(NC2=CC(=CC=C2C1=O)CN1CCN(CC1)C=1C(=NC(=CC1)F)C(=O)NC)=O (4-((3-ethyl-2,4-dioxo-1,2,3,4-tetrahydroquinazolin-7-yl)methyl)piperazin-1-yl)-6-fluoro-N-methylpicolinamide